(2R,5S)-5-(4-chlorobenzyl)-2-(4,5-dimethyloxazol-2-yl)morpholine 2,2,2-trifluoro-acetate FC(C(=O)O)(F)F.ClC1=CC=C(C[C@H]2CO[C@H](CN2)C=2OC(=C(N2)C)C)C=C1